tert-butyl 3-(4-isopropylpyrimidin-5-yl)-1-methyl-1,4,6,7-tetrahydro-5H-pyrazolo[4,3-c]pyridine-5-carboxylate C(C)(C)C1=NC=NC=C1C1=NN(C2=C1CN(CC2)C(=O)OC(C)(C)C)C